CS(=O)(=O)OCC1=NOC=C1 isoxazol-3-ylmethyl methanesulfonate